(R)-1-acetylpiperidine-3-carboxylic acid ethyl ester C(C)OC(=O)[C@H]1CN(CCC1)C(C)=O